ON1C(=C(C(C2=CC=CC=C12)=O)CC1=CC=C(C=C1)Br)C 1-hydroxy-2-methyl-3-(4-bromobenzyl)-4(1H)-quinolinone